BrC1=CC=C2C=3C=C4C(=CC3C(C2=C1)(CCC)CCC)C(CC4)=O 7-bromo-9,9-dipropyl-3,9-dihydrocyclopenta[b]fluoren-1(2H)-one